N(C(=O)N)C(C(=O)O)(C)C ureido-isobutyric acid